N1N=CC2=C(C=CC=C12)C#CC1=CC(=C(OC2=C(N=NN2)C(=O)O)C=C1)F 5-(4-((1H-indazol-4-yl)ethynyl)-2-fluorophenoxy)-1H-1,2,3-triazole-4-carboxylic acid